C(C)CC(CC(=O)[O-])=O.C(C)CC(CC(=O)[O-])=O.C(CCC)O[Zr+2]OCCCC di-n-butoxyzirconium di(ethylacetoacetate)